4,8-di-tert-butyl-6-(2-(tert-butyl)-4-methoxyphenyl)-2,10-dimethoxydibenzo[d,f][1,3,2]dioxaphosphepine C(C)(C)(C)C1=CC(=CC2=C1OP(OC1=C2C=C(C=C1C(C)(C)C)OC)C1=C(C=C(C=C1)OC)C(C)(C)C)OC